[Pt].C[Si]1(O[Si](O[Si](O[Si](O1)(C=C)C)(C=C)C)(C=C)C)C=C (2,4,6,8-tetramethyl-2,4,6,8-tetravinylcyclotetrasiloxane) platinum(0)